[1,2,3]triazolo[1,5-a]pyrimidine N1=NC=C2N1C=CC=N2